The molecule is an N-glycosyl compound with formula C12H15N2O11P that is a common intermediate in the biosynthesis of nikkomycins and polyoxins by bacteria. It has a role as a bacterial metabolite. It is a N-glycosyl compound, a furopyran, a 5-hydroxy monocarboxylic acid, a secondary alcohol, a pyrimidone and a monoalkyl phosphate. It derives from a uridine 5'-monophosphate. C1[C@H]([C@@H]2[C@H]([C@H]([C@@H](O2)N3C=CC(=O)NC3=O)O)O[C@@H]1C(=O)O)OP(=O)(O)O